Cl[C@H](C(=O)N(C[C@H]1C(NCC1)=O)NC(=O)[C@H]1N(CC(C1)(C)C)C(=O)[C@H](C(CC)CC)NC(C(F)F)=O)F N-[(1S)-1-[(2S)-2-[[[(2R)-2-chloro-2-fluoro-acetyl]-[[(3S)-2-oxopyrrolidin-3-yl]methyl]amino]carbamoyl]-4,4-dimethyl-pyrrolidine-1-carbonyl]-2-ethyl-butyl]-2,2-difluoro-acetamide